O[C@H]1[C@H](OC[C@@H]([C@H]1O)NC1=NC(=CC=C1)C(F)(F)F)COC1=CC=C(N=N1)C(=O)N 6-(((2R,3R,4R,5S)-3,4-dihydroxy-5-((6-(trifluoromethyl)pyridin-2-yl)amino)tetrahydro-2H-pyran-2-yl)methoxy)pyridazine-3-carboxamide